4-formyl-1-methyl-pyridinium benzenesulphonate C1(=CC=CC=C1)S(=O)(=O)[O-].C(=O)C1=CC=[N+](C=C1)C